C(C)OC1=CC=C(C=C1)C1=CN=CC(=N1)C(=O)N/N=C/C1=CC(=CC=C1)OC (E)-6-(4-ethoxyphenyl)-N'-(3-methoxybenzylidene)pyrazine-2-carbohydrazide